N-(5-((6-Methoxy-7-(3-morpholinopropoxy)quinolin-4-yl)oxy)pyridin-2-yl)-4-phenylpicolinamide COC=1C=C2C(=CC=NC2=CC1OCCCN1CCOCC1)OC=1C=CC(=NC1)NC(C1=NC=CC(=C1)C1=CC=CC=C1)=O